2-(4-{[(1-methylpiperidin-2-yl)methyl]amino}pyrido[3,4-d]pyridazin-1-yl)-5-(trifluoromethyl)phenol CN1C(CCCC1)CNC=1N=NC(=C2C1C=NC=C2)C2=C(C=C(C=C2)C(F)(F)F)O